CCC(CC)NC(=O)C1=NNC(=C1)C=1C=C(C=CC1)C=1OC(=CN1)C(=O)N[C@H](C(=O)OCC)C1=CC=CC=C1 ethyl (S)-2-(2-(3-(3-(pentan-3-ylcarbamoyl)-1H-pyrazol-5-yl)phenyl)oxazole-5-carboxamido)-2-phenylacetate